ClC1=C(C=CC(=C1)Cl)C=1CCCC2=C(C1C1=CC=C(C=C1)CC1CN(C1)CCCF)C=CC=C2 8-(2,4-Dichlorophenyl)-9-(4-((1-(3-fluoropropyl)azetidin-3-yl)methyl)phenyl)-6,7-dihydro-5H-benzo[7]annulen